ethyl (3S)-3-amino-3-[4-fluoro-2'-hydroxy-4'-(3-methoxyazetidin-1-yl)-5,6'-dimethyl-[1,1'-biphenyl]-3-yl]propanoate N[C@@H](CC(=O)OCC)C=1C=C(C=C(C1F)C)C1=C(C=C(C=C1C)N1CC(C1)OC)O